4'-methylbiphenyl-2-carboxylic acid CC1=CC=C(C=C1)C=1C(=CC=CC1)C(=O)O